FC([C@H](CC(=O)O)OC(C(=C)CC1=NC(=NO1)CCCCCCCC)=O)(F)F (S)-4,4,4-trifluoro-3-((2-((3-octyl-1,2,4-oxadiazol-5-yl)methyl)acryloyl)oxy)butanoic acid